2-(Isopropylamino)ethyl (2-(2-pyridyl)-1-(phenyl)ethyl)carbamate N1=C(C=CC=C1)CC(C1=CC=CC=C1)NC(OCCNC(C)C)=O